NC1=C(C=CC(=C1)NCCO)OC 2-amino-4-(β-hydroxyethylamino)-1-methoxy-benzene